((1S,2S)-2-hydroxycyclobutyl)-6-(hydroxymethyl)-3-methoxytetrahydro-2H-pyran-2-carboxamide O[C@@H]1[C@H](CC1)C1(OC(CCC1OC)CO)C(=O)N